Ethyl 2-(diethoxymethyl)-4,5,6,7-tetrahydro-1H-benzo[d]imidazole-6-carboxylate C(C)OC(C1=NC2=C(N1)CC(CC2)C(=O)OCC)OCC